NCCOCCN R-aminoethyl ether